C1=NC=C(C2=CC=CC=C12)N1C(N(C[C@@H]1C#N)C=1C(=NC=CC1)C)=O |r| Racemic-3-(isoquinolin-4-yl)-1-(2-methylpyridin-3-yl)-2-oxoimidazoline-4-carbonitrile